t-Butyl N-methyl-N-[4-[4-(4,4,5,5-tetramethyl-1,3,2-dioxaborolan-2-yl)pyrazol-1-yl]cyclohexyl]carbamate CN(C(OC(C)(C)C)=O)C1CCC(CC1)N1N=CC(=C1)B1OC(C(O1)(C)C)(C)C